S1C=NC=C1 (E)-1,3-thiazole